N-(2-(2,6-dioxopiperidin-3-yl)-1-oxoisoindolin-5-yl)-2-ethylbenzamide O=C1NC(CCC1N1C(C2=CC=C(C=C2C1)NC(C1=C(C=CC=C1)CC)=O)=O)=O